ethyl-2-(3-chloro-1-methyl-5-pyrazolylcarbonylamino)-5,5-dimethyl-3-hexenoate C(C)OC(C(C=CC(C)(C)C)NC(=O)C1=CC(=NN1C)Cl)=O